O-pentylcytidine C(CCCC)O[C@H]1[C@@H](O[C@@H]([C@H]1O)CO)N1C(=O)N=C(N)C=C1